(13C14)myristic acid [13C]([13CH2][13CH2][13CH2][13CH2][13CH2][13CH2][13CH2][13CH2][13CH2][13CH2][13CH2][13CH2][13CH3])(=O)O